F[C@H]1CN(C[C@@H]1NC1=NC(=CC=C1)C1=CN=C2N1C=CC(=C2)OCC(F)(F)F)C(=O)OC(C)(C)C tert-butyl (3S,4S)-3-fluoro-4-[[6-[7-(2,2,2-trifluoroethoxy)imidazo[1,2-a]pyridin-3-yl]-2-pyridyl]amino]pyrrolidine-1-carboxylate